ClCC(=O)NCC1=C(C(=CC=C1)Cl)F 2-chloro-N-(3-chloro-2-fluorophenylmethyl)acetamide